5-(2-Aminopyridin-4-yl)-7-(2-cyclohexylethyl)-1H-indazol-3-amine NC1=NC=CC(=C1)C=1C=C2C(=NNC2=C(C1)CCC1CCCCC1)N